N4-(tetrahydro-2H-pyran-4-yl)pyrido[3,2-d]Pyrimidine-2,4-diamine O1CCC(CC1)NC=1C2=C(N=C(N1)N)C=CC=N2